tert-butyl ((1-(5-bromobenzo[d]thiazol-2-yl)Cyclopropyl)methyl)carbamate BrC=1C=CC2=C(N=C(S2)C2(CC2)CNC(OC(C)(C)C)=O)C1